2-(chloromethyl)-1-(difluoromethyl)imidazole hydrochloride Cl.ClCC=1N(C=CN1)C(F)F